2-((5-chloro-1H-indol-3-yl)methyl)aniline ClC=1C=C2C(=CNC2=CC1)CC1=C(N)C=CC=C1